CC1=C(C=C(C=C1)C)PC1=C(C=CC(=C1)C)C di(2,5-dimethylphenyl)-phosphine